4-[(3aR,4R,6R,6aS)-6-{4-amino-2-chloropyrrolo[2,3-d]pyrimidin-7-yl}-2,2-dimethyl-tetrahydro-3aH-cyclopenta[d][1,3]dioxol-4-yl]-1H-pyridin-2-one NC=1C2=C(N=C(N1)Cl)N(C=C2)[C@@H]2C[C@@H]([C@@H]1[C@H]2OC(O1)(C)C)C1=CC(NC=C1)=O